N[C@@H](CCC(=O)N[C@@H](CSCC1=CC=CC=C1)C(=O)N[C@@H](C1=CC=CC=C1)C(=O)O)C(=O)O L-Gamma-Glutamyl-S-Benzyl-N-[(S)-Carboxy(Phenyl)methyl]-L-Cysteinamide